methyl 3-phenyl-4-(trifluoromethyl)-1,2-thiazole-5-carboxylate C1(=CC=CC=C1)C1=NSC(=C1C(F)(F)F)C(=O)OC